NC=1N=NC(=CC1N1CC2CCC(C1)N2C(=O)OCC2=CC=CC=C2)Cl benzyl 3-(3-amino-6-chloropyridazin-4-yl)-3,8-diazabicyclo[3.2.1]octane-8-carboxylate